tert-butyl 4-[4-(benzyloxy)-2-methylphenyl]-3,5-dimethyl-2,6-dioxo-3,6-dihydropyrimidine-1(2H)-carboxylate C(C1=CC=CC=C1)OC1=CC(=C(C=C1)C=1N(C(N(C(C1C)=O)C(=O)OC(C)(C)C)=O)C)C